(e) and (z)-3-hexenyl formate C(=O)OCCC=CCC